2-(4-(((1R,5S,8s)-3-oxabicyclo[3.2.1]octan-8-yl)amino)pyrido[3,4-d]pyridazin-1-yl)-5-methylphenol [C@@H]12COC[C@@H](CC1)C2NC=2N=NC(=C1C2C=NC=C1)C1=C(C=C(C=C1)C)O